NC=1C2=C(N=CN1)N(C(=C2C(=O)NC2=CC=C(C=C2)COC)C#CCC2(CCOCC2)O)C2(CC2)C 4-amino-6-(3-(4-hydroxytetrahydro-2H-pyran-4-yl)prop-1-yn-1-yl)-N-(4-(methoxymethyl)phenyl)-7-(1-methylcyclopropyl)-7H-pyrrolo[2,3-d]pyrimidine-5-carboxamide